triazinanetrione N1NNC(C(C1=O)=O)=O